FC1(CC=2N(CC1)N=C(C2C2=C1C(=NC(=C2)C)NN=C1)C1=CC=C(C=C1)F)F 4-(5,5-Difluoro-2-(4-fluorophenyl)-4,5,6,7-tetrahydropyrazolo[1,5-a]pyridin-3-yl)-6-methyl-1H-pyrazolo[3,4-b]pyridine